ClC1=C(C=C(C=C1)C#CCOC1CCN(CC1)C(=O)OC(C)(C)C)N1C(NC(CC1)=O)=O tert-butyl 4-((3-(4-chloro-3-(2,4-dioxotetrahydropyrimidin-1(2H)-yl)phenyl)prop-2-yn-1-yl)oxy)piperidine-1-carboxylate